C(C)OC(=O)C1=CC=CO1 5-furoic acid ethyl ester